5-(2-(3-(Methylsulfonyl)-4-((1-(methylsulfonyl)piperidin-4-yl)methoxy)-benzyl)isoindolin-5-yl)isoxazole CS(=O)(=O)C=1C=C(CN2CC3=CC=C(C=C3C2)C2=CC=NO2)C=CC1OCC1CCN(CC1)S(=O)(=O)C